Methyl 6-(1,4-dimethyl-1H-1,2,3-triazol-5-yl)-1-methyl-4-((2-methyloxazol-4-yl)(tetrahydro-2H-pyran-4-yl)methyl)-1,4-dihydropyrazolo[3',4':4,5]pyrrolo[3,2-b]pyridine-3-carboxylate CN1N=NC(=C1C=1C=C2C(=NC1)C1=C(N2C(C2CCOCC2)C=2N=C(OC2)C)C(=NN1C)C(=O)OC)C